FC1(CN(CCC1)C1=CC(=C(C(=C1)C(F)(F)F)O)C(C)C)F 4-(3,3-Difluoropiperidin-1-yl)-2-isopropyl-6-(trifluoromethyl)phenol